ClC=1C=C(C=C(C1)OCCC1=CC=CC=C1)C=1C(N(C=C(C1)C=1C=NC=NC1)C=1C=NC=CC1)=O 5-(3-(3-Chloro-5-phenethoxyphenyl)-2-oxo-2H-[1,3'-bipyridin]-5-yl)pyrimidine